(2,3-Dihydro-4H-benzo[b][1,4]oxazin-4-yl)(5-(3-methoxyphenyl)pyridin-3-yl)-methanone O1C2=C(N(CC1)C(=O)C=1C=NC=C(C1)C1=CC(=CC=C1)OC)C=CC=C2